3-(4-(3-(8-methyl-4-oxo-4,5-dihydro-3H-pyrimido[5,4-b]indol-3-yl)propanoyl)piperazin-1-yl)benzenesulfonamide CC1=CC=2C3=C(NC2C=C1)C(N(C=N3)CCC(=O)N3CCN(CC3)C=3C=C(C=CC3)S(=O)(=O)N)=O